FC=1C=CC2=C(CCO2)C1CNC1=NC=C(C=2N1C=C(N2)C(=O)O)N2C=NC(=C2)C 5-(((5-fluoro-2,3-dihydrobenzofuran-4-yl)methyl)amino)-8-(4-methyl-1H-imidazol-1-yl)imidazo[1,2-c]pyrimidine-2-carboxylic Acid